3-((5,5-Difluoropentyl)oxy)-4-(1-(methyl-d3)-1,2,5,6-tetrahydropyridin-3-yl)-1,2,5-thiadiazole FC(CCCCOC1=NSN=C1C=1CN(CCC1)C([2H])([2H])[2H])F